C1(CC1)C=1C=C(N=NC1C1=C(C=C(C=C1)C#C)O)NC([C@@H](C)O)=O (R)-N-(5-cyclopropyl-6-(4-ethynyl-2-hydroxyphenyl)pyridazin-3-yl)-2-hydroxypropionamide